ClC1=CC=C(C=C1)NC(=O)N1CCC(CC1)CC1=CN(C2=CC=CC=C12)C N-(4-chlorophenyl)-4-((1-methyl-1H-indol-3-yl)methyl)piperidine-1-carboxamide